FC=1C(=C(C(=O)O)C=C(C1)NC(=O)C1(CC1)C1=C(C=C(C=C1)C(F)(F)F)F)C=1C=NN(C1)CC(F)(F)F 3-Fluoro-5-[({1-[2-fluoro-4-(trifluoromethyl)phenyl]cyclopropyl}carbonyl)amino]-2-[1-(2,2,2-trifluoroethyl)-1H-pyrazol-4-yl]benzoic acid